C(CC=C)C1OC2=CC(=CC=C2C(C1)=O)C(F)(F)F 2-(but-3-en-1-yl)-7-(trifluoromethyl)chroman-4-one